S1C(=NC2=C1C=CC=C2)CO benzo[d]thiazol-2-ylmethanol